Cl.C(CCCCCC)C1OC2=CC(=CC=C2C(C1)NCC1=C(C=C(C=C1)C(F)(F)F)F)OC 2-heptyl-4-(2-Fluoro-4-trifluoromethylbenzylamino)-7-methoxychroman hydrochloride